4-phenylpiperidine hydrochloride Cl.C1(=CC=CC=C1)C1CCNCC1